O=C1NC(CC[C@@H]1C1=C(C=C(C=C1F)N1CCC1)F)=O 1-(4-((R)-2,6-dioxopiperidin-3-yl)-3,5-difluorophenyl)azetidin